FC(C1=CC=C(CN2C=NC3=C2C(=CC=C3)C(=O)O)C=C1)(F)F (4-(trifluoromethyl)benzyl)-1H-benzo[d]imidazole-7-carboxylic acid